ClCCC(=O)NC1=C(C=C(C(=C1)NC1=NC=CC(=N1)C1=CN(C2=CC=CC=C12)C)OC)N(C)CCN(C)C 3-chloro-N-(2-((2-(dimethylamino)ethyl)methylamino)-4-methoxy-5-((4-(1-methyl-1H-indol-3-yl)pyrimidin-2-yl)amino)phenyl)propanamide